7-chloro-1-(4-hydroxycyclohexyl)-4-(methylamino)quinazolin-2(1H)-one ClC1=CC=C2C(=NC(N(C2=C1)C1CCC(CC1)O)=O)NC